(2S)-2-[[2-[(2-aminoacetyl)amino]acetyl]amino]-3-phenylpropane NCC(=O)NCC(=O)N[C@@H](C)CC1=CC=CC=C1